4-(1-(Piperidin-4-yl)cyclopropyl)pyrimidine-2-carbonitrile N1CCC(CC1)C1(CC1)C1=NC(=NC=C1)C#N